N2-(4-methoxy-3-(1H-pyrrolo[3,2-c]pyridin-6-yl)phenyl)-N4,6-dimethylpyrimidine-2,4-diamine COC1=C(C=C(C=C1)NC1=NC(=CC(=N1)NC)C)C1=CC2=C(C=N1)C=CN2